2-[[3,5-dimethylmorpholine-4-carbonyl]amino]-4-[2-(5-methylpyrazin-2-yl)oxyethyl-[4-(5,6,7,8-tetrahydro-1,8-naphthyridin-2-yl)butyl]amino]butanoic acid CC1N(C(COC1)C)C(=O)NC(C(=O)O)CCN(CCCCC1=NC=2NCCCC2C=C1)CCOC1=NC=C(N=C1)C